C12C(=CC(C=C1)C2)C2=CC(=CC(=C2)C=2C1C=CC(C2)C1)C=1C2C=CC(C1)C2 1,3,5-tris(bicyclo[2.2.1]hept-2,5-dien-2-yl)benzene